hexadecane-one CC(CCCCCCCCCCCCCC)=O